4-(2-(Isopropyl(propyl)amino)-6-(trifluoromethyl)pyrimidine-4-carboxamido)benzoic acid C(C)(C)N(C1=NC(=CC(=N1)C(=O)NC1=CC=C(C(=O)O)C=C1)C(F)(F)F)CCC